[(tricyclohexylphosphoranyl)methylidene]ruthenium C1(CCCCC1)P(C1CCCCC1)(C1CCCCC1)C=[Ru]